O[C@@H](CN1CC2(CC1)OCCN(C2)C(C)=O)[C@H]([C@@H]([C@@H](CO)O)O)O (2-((2S,3R,4R,5R)-2,3,4,5,6-pentahydroxyhexyl)-6-oxa-2,9-diazaspiro[4.5]decan-9-yl)ethan-1-one